OCC=1C=C(C#N)C(=CN1)C(F)(F)F 2-(hydroxymethyl)-5-(trifluoromethyl)isonicotinonitrile